3-[3-(5-cyclopropyl-4H-1,2,4-triazol-3-yl)-1-bicyclo[1.1.1]pentanoyl]azetidine-1-carboxylic acid tert-butyl ester C(C)(C)(C)OC(=O)N1CC(C1)C(=O)C12CC(C1)(C2)C2=NN=C(N2)C2CC2